C(N)(=O)C1=C(C=C(C=C1)C1=CC=2C(=NC=C(C2)C(=O)NC=2C(=NC=C(C2)NC(CN2C(CCC2)(C)C)=O)C)N1)F 2-(4-carbamoyl-3-fluorophenyl)-N-(5-(2-(2,2-dimethylpyrrolidin-1-yl)acetamido)-2-methylpyridin-3-yl)-1H-pyrrolo[2,3-b]pyridine-5-carboxamide